C(C)(C)(C)OC(=O)N1C(CCC1)C1=CC(=C(C=C1)C=1N=C2N(C3=C(N2C)C=C(C=C3)Br)C1)F 2-(4-(7-bromo-9-methyl-9H-benzo[d]imidazo[1,2-a]imidazol-2-yl)-3-fluorophenyl)pyrrolidine-1-carboxylic acid tert-butyl ester